[2-(4-formylcyclohexyl)-6-methoxy-indazol-5-yl]-6-(trifluoromethyl)pyrazine C(=O)C1CCC(CC1)N1N=C2C=C(C(=CC2=C1)C1=NC(=CN=C1)C(F)(F)F)OC